4-[4-(4-chlorophenoxy)piperidin-1-yl]-1-methyl-2-oxo-7-(2-oxopyrrolidin-1-yl)-1,2-dihydroquinoline-3-carboxamide ClC1=CC=C(OC2CCN(CC2)C2=C(C(N(C3=CC(=CC=C23)N2C(CCC2)=O)C)=O)C(=O)N)C=C1